OCCCC(=O)N1CCCC1 4-hydroxy-1-(pyrrolidin-1-yl)butan-1-one